ClC1=C(C=C2CCN(CC2=C1)C)NC=1N=NC(=C(N1)NC1=CC(=CC=C1)C(N(C)C)=O)C(=O)N ((7-chloro-2-methyl-1,2,3,4-tetrahydroisoquinolin-6-yl)amino)-5-((3-(dimethylcarbamoyl)phenyl)amino)-1,2,4-triazine-6-carboxamide